ClC1=C(C(=CC(=C1)OCC=C(Cl)Cl)Cl)CCCOC1=CC=NN1 5-[3-[2,6-dichloro-4-(3,3-dichloro-alloxy)phenyl]propoxy]-1H-pyrazole